tert-butyl (3S)-3-[({[(2S,5R)-6-benzyloxy-7-oxo-1,6-diazabicyclo[3.2.1]oct-2-yl]carbonyl}amino)oxy]pyrrolidine-1-carboxylate C(C1=CC=CC=C1)ON1[C@@H]2CC[C@H](N(C1=O)C2)C(=O)NO[C@@H]2CN(CC2)C(=O)OC(C)(C)C